2-(azetidin-2-yl)-7-(5-fluoro-2-(((3S,4R)-3-hydroxytetrahydro-2H-pyran-4-yl)amino)pyrimidin-4-yl)-1-isopropyl-3-methylquinolin-4(1H)-one N1C(CC1)C=1N(C2=CC(=CC=C2C(C1C)=O)C1=NC(=NC=C1F)N[C@H]1[C@@H](COCC1)O)C(C)C